C(C)C1=NN(C=2CN(CCC21)C(=O)OC(C)(C)C)C=2C=CC=C1C=C(N=CC21)C=2C=NC(=CC2)C(=O)OC tert-Butyl 3-ethyl-1-(3-(6-(methoxycarbonyl)pyridin-3-yl)isoquinolin-8-yl)-1,4,5,7-tetrahydro-6H-pyrazolo[3,4-c]pyridine-6-carboxylate